(S)-2-methyl-N-((2-methylpyrimidin-5-yl)methylene)propane-2-sulfinamide CC(C)(C)[S@](=O)N=CC=1C=NC(=NC1)C